N-(tert-butyldimethylsilyl)acetamide [Si](C)(C)(C(C)(C)C)NC(C)=O